N-(6-morpholinylpyridin-3-yl)-8-(pyridin-2-yl)pyrido[3,4-d]pyrimidin-2-amine N1(CCOCC1)C1=CC=C(C=N1)NC=1N=CC2=C(N1)C(=NC=C2)C2=NC=CC=C2